FC1=C(C=CC(=C1O)F)C1=CC=C(S1)C(=O)C1=C(C(=C(C(=C1)F)F)O)F (5-(2,4-difluoro-3-hydroxyphenyl)thiophen-2-yl)(2,4,5-trifluoro-3-hydroxyphenyl)methanone